COC1=CC=C(C(=O)O)C=C1.NC(CNC(O)=O)CC1=CC=CC=C1.NC1CN(CC1)C(=O)C1=CC2=C(N(C=N2)C2=CC(=CC=C2)Cl)C=C1 (3-aminopyrrolidin-1-yl)(1-(3-chlorophenyl)-1H-benzo[d]imidazol-5-yl)methanone 2-amino-3-phenylpropyl-carbamate 4-methoxybenzoate salt